triethoxyvinyltris(2-methoxyethoxy)silane C(C)OC(=C(OCC)OCC)[Si](OCCOC)(OCCOC)OCCOC